CN1C(C2(C3=CC(=CC=C13)\C=C\C)CCC1(CC2)OCCO1)=O 1''-methyl-5''-[(1E)-prop-1-en-1-yl]dispiro[1,3-dioxolane-2,1'-cyclohexane-4',3''-indole]-2''-one